tert-Butyl-(2R,5S)-4-(1-(4-(1-cyclopropoxy-2-hydroxy-1-phenylethyl)-6-iodoquinazolin-2-yl)piperidin-4-yl)-2,5-dimethylpiperazine C(C)(C)(C)N1[C@@H](CN([C@H](C1)C)C1CCN(CC1)C1=NC2=CC=C(C=C2C(=N1)C(CO)(C1=CC=CC=C1)OC1CC1)I)C